(+)-(1S,2R)-1,2,3,3-TETRAMETHYL-BICYCLO[2.2.1]HEPTAN-2-OL C[C@]12[C@](C(C(CC1)C2)(C)C)(O)C